5-Methyl-1,3,5-hexanetricarboxylic acid CC(CC(CCC(=O)O)C(=O)O)(C)C(=O)O